OC1(CCN(CC1)C(C[C@@H](C)C1=CC=CC=C1)=O)CN1C=NC2=C(C1=O)SC=C2C#CCOCCOCCNC(OC(C)(C)C)=O (R)-tert-butyl (2-(2-((3-(3-((4-hydroxy-1-(3-phenylbutanoyl)piperidin-4-yl)methyl)-4-oxo-3,4-dihydrothieno[3,2-d]pyrimidin-7-yl)prop-2-yn-1-yl)oxy)ethoxy)ethyl)carbamate